C(C)(C)(CC)C1CC=2C(C3=CC=CC=C3C(C2CC1)=O)=O 2-tertiary amyltetrahydroanthraquinone